C=1(CC(C=C(C1)C(=O)O)(C(=O)O)C(=O)O)C1=CC=CC(=C1)C(=O)O (biphenyl)-3,3,5,5'-tetracarboxylic acid